2,4,6-trimethylbenzylcarbamate CC1=C(CNC([O-])=O)C(=CC(=C1)C)C